8-((cyclopropylmethyl)sulfonyl)-1,7-dimethyl-3-(3-(2-(methylamino)pyridin-4-yl)prop-2-yn-1-yl)-3,7-dihydro-1H-purine-2,6-dione C1(CC1)CS(=O)(=O)C1=NC=2N(C(N(C(C2N1C)=O)C)=O)CC#CC1=CC(=NC=C1)NC